ClC=1SC(=CN1)[C@@H]([C@H](C(=O)OCC)O)O (2R,3R)-ethyl 3-(2-chlorothiazol-5-yl)-2,3-dihydroxypropanoate